allyl-{4-[3-(4-bromophenyl)-benzofuran-6-yloxy]-but-2-enyl}-methyl-amine C(C=C)N(C)CC=CCOC1=CC2=C(C(=CO2)C2=CC=C(C=C2)Br)C=C1